C(C)OC(C)OC=1C=C(C=CC)C=CC1 m-(1-ethoxyethoxy)-methylstyrene